ClC1=NC=CC(=N1)N1CC2(C3=NC(=CC=C31)C)CCCCC2 1'-(2-chloropyrimidin-4-yl)-5'-methyl-1',2'-dihydrospiro[cyclohexane-1,3'-pyrrolo[3,2-b]pyridine]